C(C)(C)(C)OC(=O)NC=1C(=NC(=C(C1)C(F)(F)F)O[C@@H](CC=C)C)C(=O)O 3-(tert-Butoxycarbonylamino)-6-[(1R)-1-methylbut-3-enyloxy]-5-(trifluoromethyl)pyridine-2-carboxylic acid